1-((3s,4r)-4-(3,4-difluorophenyl)-1-(2-methoxyethyl)pyrrolidin-3-yl)-3-(4-methyl-3-(2-morpholinoethoxy)-1-phenyl-1H-pyrazol-5-yl)urea FC=1C=C(C=CC1F)[C@H]1[C@@H](CN(C1)CCOC)NC(=O)NC1=C(C(=NN1C1=CC=CC=C1)OCCN1CCOCC1)C